C(OC(F)(F)F)(OC)=O (trifluoromethyl) (methyl) carbonate